2-(4-(7-ethyl-1-methyl-2,3-dioxo-2,3-dihydropyrido[2,3-b]pyrazin-4(1H)-yl)piperidin-1-yl)pyrimidine-5-carbonitrile C(C)C1=CC2=C(N(C(C(N2C)=O)=O)C2CCN(CC2)C2=NC=C(C=N2)C#N)N=C1